FC1=C(C=CC=C1F)SC=1N=CC(=NC1C)N1CCC2(CCC[C@H]2N)CC1 (R)-8-(5-((2,3-difluorophenyl)thio)-6-methylpyrazin-2-yl)-8-azaspiro[4.5]decan-1-amine